C1(=CC(=CC(=C1)OC1=CC=C(C(=O)O)C=C1)OC1=CC=C(C(=O)O)C=C1)OC1=CC=C(C(=O)O)C=C1 4,4',4''-(benzene-1,3,5-triyltris(oxy))tribenzoic acid